FC(OC=1C=2N(C=CC1)N=C(C2)[C@@H]2N(CCC1=C2N=CN1)C1=NC=C(C=C1)C(F)(F)F)(F)F (R)-4-(4-(trifluoromethoxy)pyrazolo[1,5-a]pyridin-2-yl)-5-(5-(trifluoromethyl)pyridin-2-yl)-4,5,6,7-tetrahydro-1H-imidazo[4,5-c]pyridine